C(C1=CC=CC=C1)N1CC(CC1)(C(=O)O)C1=C(C=CC=C1)Br 1-benzyl-3-(2-bromophenyl)pyrrolidine-3-carboxylic acid